F\C(=C/CN)\CS(=O)(=O)C=1C=CC=C2C=CC=NC12 (Z)-3-fluoro-4-(quinolin-8-ylsulfonyl)but-2-en-1-amine